ethyl 8-((4-(4-chlorophenoxy)-3,5-difluorophenyl)sulfonyl)-3-((2-morpholino-ethyl)sulfonyl)-3,8-diazabicyclo[3.2.1]octane-1-carboxylate ClC1=CC=C(OC2=C(C=C(C=C2F)S(=O)(=O)N2C3(CN(CC2CC3)S(=O)(=O)CCN3CCOCC3)C(=O)OCC)F)C=C1